5-bromo-1-ethyl-4-methyl-1H-pyrazole BrC1=C(C=NN1CC)C